FC=1C=C(C=CC1)[N+]=1[N-]OC(C1)=O (3-fluorophenyl)sydnone